C(C)OC(C[C@@H](C=1C=C(C=C(C1F)C)C1=C(C=C(C=C1C)C(C)(C)O)O)N)=O.N1=C(C=CC=C1)C=1C=C(OC=2C=C(N)C=CC2)C=CC1 3-(3-(pyridin-2-yl)phenoxy)aniline ethyl-(3S)-3-amino-3-[4-fluoro-2'-hydroxy-4'-(2-hydroxypropan-2-yl)-5,6'-dimethyl-[1,1'-biphenyl]-3-yl]propanoate